C(C1=CC=CC=C1)C1(CC(=NO1)CNC(CCC1=CC=CC=C1)=O)C(=O)OC methyl 5-benzyl-3-((3-phenylpropanamido)methyl)-4,5-dihydroisoxazole-5-carboxylate